CN(S(=O)(=O)C1=CC(=CC=C1)[N+](=O)[O-])C N,N-dimethyl-3-nitro-benzenesulfonamide